Cl.C(C1=CC=CC=C1)OC1=CC=C(C=C1)NN 1-(4-(benzyloxy)phenyl)hydrazine hydrochloride